C(CCCCCCCCCCCCCCCCC)(=O)OCCCCCC hexanyl stearate